1-(2-naphthyl)-5-phenylpentan-1-one C1=C(C=CC2=CC=CC=C12)C(CCCCC1=CC=CC=C1)=O